C(C)(=O)N1CC2(C1)CC(C2)C2=NN(C=1C=CC=C(C21)C2=C(C=C1C=NN(C1=C2)C)F)CC(=O)OCC ethyl 2-(3-{2-acetyl-2-azaspiro[3.3]heptan-6-yl}-5'-fluoro-1'-methyl-[4,6'-biindazol]-1-yl)acetate